C1(CC1)N1C=C(C(C2=CC(=C(C(=C12)F)N1C[C@@H]2CCCN[C@@H]2C1)F)=O)C(=O)O 1-cyclopropyl-7-{(S,S)-2,8-diazabicyclo[4.3.0]non-8-yl}-6,8-difluoro-1,4-dihydro-4-oxo-3-quinolinecarboxylic acid